((4'-bromo-[1,1'-biphenyl]-4-yl)oxy)-1H-1,2,3-triazole-4-carboxylic acid BrC1=CC=C(C=C1)C1=CC=C(C=C1)ON1N=NC(=C1)C(=O)O